(R)-1-((R)-5H-imidazo[5,1-a]isoindol-5-yl)ethan-1-ol C=1N=CN2C1C1=CC=CC=C1[C@@H]2[C@@H](C)O